NC1=NC=2C=CC(=CC2C2=C1[C@H](OC2)C)C(=O)N2CC([C@@H](C2)C2=CC=C(C=C2)F)(C)C ((3R)-4-amino-3-methyl-1,3-dihydrofuro[3,4-c]quinolin-8-yl)((4S)-4-(4-fluorophenyl)-3,3-dimethyl-1-pyrrolidinyl)methanone